C(C)OC(C(CC(=O)C1=CN=C2N1C=CC(=C2I)Cl)(O)C2CC2)=O 4-(7-chloro-8-iodoimidazo[1,2-a]pyridin-3-yl)-2-cyclopropyl-2-hydroxy-4-oxobutanoic acid ethyl ester